C(C1=CC=CC=C1)(=O)OC1=C(C=C(C=C1)COC(C(=C)C)=O)O 2-hydroxy-4-methacryloyloxymethylphenyl benzoate